tritertiary butyl-phosphine C(C)(C)(C)P(C(C)(C)C)C(C)(C)C